OC=1C(C(=CN2C[C@@H]3OCC[C@H](N3C(C21)=O)C)C(=O)NCC=2C(=NC(=CC2)F)F)=O (4R,12aS)-7-hydroxy-N-[(2,6-difluoropyridin-3-yl)methyl]-4-methyl-6,8-dioxo-3,4,6,8,12,12a-hexahydro-2H-pyrido[1',2':4,5]pyrazino[2,1-b][1,3]oxazine-9-carboxamide